tert-butyl (R)-3-(2-((R)-4-(4-fluorophenyl)-2-methylpiperazin-1-yl) ethyl)-1-oxo-2,8-diazaspiro[4.5]decane-8-carboxylate FC1=CC=C(C=C1)N1C[C@H](N(CC1)CC[C@@H]1NC(C2(C1)CCN(CC2)C(=O)OC(C)(C)C)=O)C